C(C)OC(=O)C=1C(=NC(=NC1)Cl)NC12CCC(CC1)(CC2)C#N 2-chloro-4-((4-cyanobicyclo[2.2.2]oct-1-yl)amino)pyrimidine-5-carboxylic acid ethyl ester